(3-chloro-4-((3'-(5-(hydroxymethyl)-1,3,4-oxadiazol-2-yl)-2,2'-dimethyl-[1,1'-biphenyl]-3-yl)methoxy)benzyl)-L-serine ClC=1C=C(CN[C@@H](CO)C(=O)O)C=CC1OCC=1C(=C(C=CC1)C1=C(C(=CC=C1)C=1OC(=NN1)CO)C)C